ClC1=C(C=CC=C1C1C(NC(CC1)=O)=O)C1=CC=C(C=C1)N1C(N(CCC1)C)=O 3-(2-chloro-4'-(3-methyl-2-oxotetrahydropyrimidin-1(2H)-yl)-[1,1'-biphenyl]-3-yl)piperidine-2,6-dione